(1R,5S)-3-(7-(5-ethynyl-6-fluoroisoquinolin-4-yl)-8-fluoro-2-(4-methylpiperazin-1-yl)pyrido[4,3-d]pyrimidin-4-yl)-8-oxa-3-azabicyclo[3.2.1]octane C(#C)C1=C2C(=CN=CC2=CC=C1F)C1=C(C=2N=C(N=C(C2C=N1)N1C[C@H]2CC[C@@H](C1)O2)N2CCN(CC2)C)F